FCCCCCCCCCCCS(=O)(=O)OCCCCCCCCCCCCCCCCC heptadecyl fluoroundecyl-sulfonate